4,4'-thiobis(2-bromobenzene) S(C1=CC(=CC=C1)Br)C1=CC(=CC=C1)Br